6-chloro-3-((1-(9-methyl-5-(pyridin-3-yl)-2-(trifluoromethyl)imidazo[1,2-c]quinazolin-7-yl)ethyl)amino)picolinic acid ClC1=CC=C(C(=N1)C(=O)O)NC(C)C1=CC(=CC=2C=3N(C(=NC12)C=1C=NC=CC1)C=C(N3)C(F)(F)F)C